BrC(C(=O)OCC)C1=C(C(=CC(=C1)[C@@H]1OCCC1)F)OC ethyl 2-bromo-2-(3-fluoro-2-methoxy-5-((R)-tetrahydrofuran-2-yl)phenyl)acetate